ClC1=C2C(=NC=3N(C2=CC=C1F)C(=NN3)C)N3CCCC1=C(C=CC=C31)I 6-chloro-7-fluoro-5-(5-iodo-3,4-dihydro-2H-quinolin-1-yl)-1-methyl-[1,2,4]triazolo[4,3-a]quinazoline